3-((1,1-difluorohexyl)oxy)-4-(1-methyl-1,2,5,6-tetrahydropyridin-3-yl)-1,2,5-thiadiazole (2R,3R)-2,3-dihydroxysuccinate O[C@@H](C(=O)O)[C@H](C(=O)O)O.FC(CCCCC)(F)OC1=NSN=C1C=1CN(CCC1)C